N,N-diisopropyl-thiophene-2-formamide C(C)(C)N(C(=O)C=1SC=CC1)C(C)C